CCCCC(CCCCCCCCC)=O tetradecan-5-one